N-(5-chloropyridin-2-yl)-2-(3-(1-tosyl-1H-pyrrol-2-yl)piperidin-1-yl)propanamide ClC=1C=CC(=NC1)NC(C(C)N1CC(CCC1)C=1N(C=CC1)S(=O)(=O)C1=CC=C(C)C=C1)=O